CC1=NC=C(C=N1)C1=C2C(N(C(=NC2=CC=C1)[C@H](CCC)NC1=NC=NC2=CC=C(C=C12)C#N)C1=CC=CC=C1)=O (S)-4-((1-(5-(2-methylpyrimidin-5-yl)-4-oxo-3-phenyl-3,4-dihydroquinazolin-2-yl)butyl)amino)quinazoline-6-carbonitrile